4(s)-ethyl-2-(2-hydroxy-4-methoxyphenyl)-imidazole C(C)C=1N=C(NC1)C1=C(C=C(C=C1)OC)O